N-((1R,5S,6r)-bicyclo[3.1.0]hexan-6-yl)-5-nitro-1-tosyl-1H-pyrrolo[2,3-b]pyridin-4-amine [C@H]12CCC[C@@H]2C1NC=1C2=C(N=CC1[N+](=O)[O-])N(C=C2)S(=O)(=O)C2=CC=C(C)C=C2